2-(PYRIDIN-2-YLMETHOXY)PHENYLBORONIC ACID N1=C(C=CC=C1)COC1=C(C=CC=C1)B(O)O